methyl (2S)-2-(benzyloxycarbonylamino)-4-cyanobutyrate C(C1=CC=CC=C1)OC(=O)N[C@H](C(=O)OC)CCC#N